COC1=CC=C(CN(S(=O)(=O)C2CN(C2)C(=O)OC(C)(C)C)CC2=CC=C(C=C2)OC)C=C1 tert-Butyl 3-(N,N-bis(4-methoxybenzyl)sulfamoyl)azetidine-1-carboxylate